methylethyl stearate C(CCCCCCCCCCCCCCCCC)(=O)OC(C)C